acetic acid 3-methylbutan-1,2-dien-1-yl ester CC(=C=COC(C)=O)C